N1N=NN=C1C=1C=C(C=CC1)C1=CC=CC=2N1N=CC2C(=O)N2CCCCC2 (7-(3-(1H-tetrazol-5-yl)phenyl)pyrazolo[1,5-a]pyridin-3-yl)(piperidin-1-yl)methanone